1-methylbenzotriazole-4-carboxylic Acid CN1N=NC2=C1C=CC=C2C(=O)O